ClC1=C(C=C2C=C(N=CC2=C1)NC(=O)C1C(C1)(C1=NC=CC=C1)C)C1CCN(CC1)[C@@]1(COC[C@@H]1O)C N-(7-chloro-6-(1-((3R,4R)-4-hydroxy-3-methyltetrahydrofuran-3-yl)piperidin-4-yl)isoquinolin-3-yl)-2-methyl-2-(pyridin-2-yl)cyclopropane-1-carboxamide